BrC1=CC=C(C=C1)C=1N=C(SC1C1=CC=C(C=C1)OC1=C2N=CN(C2=NC=N1)CC(C)C)N (4-bromophenyl)-5-(4-((9-isobutyl-9H-purin-6-yl)oxy)phenyl)thiazol-2-amine